8-methyl-8-ethoxycarbonyltetracyclo[4.4.0.12,5.17,10]dodeca-3-ene CC1(C2C3C4C=CC(C3C(C1)C2)C4)C(=O)OCC